C(C1=CC=CC=C1)[C@@]1(C(C2=C(N(C3=CC=CC=C23)S(=O)(=O)C)CS1)=O)C#N (S)-3-Benzyl-9-(methylsulfonyl)-4-oxo-1,3,4,9-tetrahydrothiopyrano[3,4-b]indole-3-carbonitrile